F[Ti] fluorotitanium